C(C1=CC=CC=C1)N1CC(NC2=CC=CC=C12)=O 4-benzyl-1,3-dihydroquinoxalin-2-one